(R)-2-(6-(2,5-dichloropyrimidin-4-yl)-1-oxoisoindolin-2-yl)-N-(1-(2-fluoro-5-methoxyphenyl)ethyl)acetamide ClC1=NC=C(C(=N1)C1=CC=C2CN(C(C2=C1)=O)CC(=O)N[C@H](C)C1=C(C=CC(=C1)OC)F)Cl